CNCCN1N=CC(=C1)C=1C=NC2=CC=C(N=C2C1)C=1C(=NNC1)C1=NC(=CC=C1)C(F)(F)F N-methyl-2-[4-[6-[3-[6-(trifluoromethyl)-2-pyridyl]-1H-pyrazol-4-yl]-1,5-naphthyridin-3-yl]pyrazol-1-yl]ethanamine